4-methylbenzoyl-hydroxylamine CC1=CC=C(C(=O)NO)C=C1